t-butyl pyrazine-4(1H)-carboxylate N1C=CN(C=C1)C(=O)OC(C)(C)C